(1R,5R,6R)-3-(7-(5,6-dimethyl-1H-benzo[d][1,2,3]triazol-4-yl)-8-fluoro-2-((tetrahydro-1H-pyrrolizin-7a(5H)-yl)methoxy)pyrido[4,3-d]pyrimidin-4-yl)-3-azabicyclo[3.2.1]octan-6-ol CC1=C(C2=C(NN=N2)C=C1C)C1=C(C=2N=C(N=C(C2C=N1)N1C[C@H]2C[C@H]([C@@H](C1)C2)O)OCC21CCCN1CCC2)F